dimethyl 2,2-dichlorovinyl phosphate P(=O)(OC)(OC)OC=C(Cl)Cl